FC1=C(C=C(C=C1)OC(F)(F)F)CNC(=O)C=1N=NN(C1)CCCCN1N=NC(=C1)NC(CC1=NC=CC=C1)=O N-{[2-fluoro-5-(trifluoromethoxy)phenyl]methyl}-1-(4-{4-[2-(pyridin-2-yl)acetamido]-1H-1,2,3-triazol-1-yl}butyl)-1H-1,2,3-triazole-4-carboxamide